(R)-3-(3-(4-((3-aminopiperidin-1-yl)methyl)phenyl)-5-phenyl-3H-imidazo[4,5-b]pyridin-2-yl)pyridin-2-amine N[C@H]1CN(CCC1)CC1=CC=C(C=C1)N1C(=NC=2C1=NC(=CC2)C2=CC=CC=C2)C=2C(=NC=CC2)N